CNC1=CN=C2N1N=CC=C2 N-methylimidazo[1,2-b]Pyridazin-3-amine